1-[4-(2,4-Difluorophenyl)piperidin-1-yl]-2-{3-[(2R,6S)-2,6-dimethylmorpholin-4-carbonyl]-5,6-dihydrocyclopenta[c]pyrazol-1(4H)-yl}ethan-1-on FC1=C(C=CC(=C1)F)C1CCN(CC1)C(CN1N=C(C2=C1CCC2)C(=O)N2C[C@H](O[C@H](C2)C)C)=O